3-(1-Diphenylmethyl-1H-pyrazol-4-yl)-6-(8-(benzo[d]thiazol-2-ylcarbamoyl)-3,4-dihydroisoquinolin-2(1H)-yl)picolinic acid tert-butyl ester C(C)(C)(C)OC(C1=NC(=CC=C1C=1C=NN(C1)C(C1=CC=CC=C1)C1=CC=CC=C1)N1CC2=C(C=CC=C2CC1)C(NC=1SC2=C(N1)C=CC=C2)=O)=O